FC1=C(CN2C(=NC3=C2C=C(C=C3)C)C3=CC=C(C=C3)C(C(=O)N)C3=CC=C(C=C3)S(=O)(=O)CC)C(=CC=C1)F (4-(1-(2,6-difluorobenzyl)-6-methyl-1H-benzo[d]imidazol-2-yl)phenyl)-2-(4-(ethylsulfonyl)phenyl)acetamide